N-[4-(3-cyanophenyl)-5-(2,6-dimethyl-4-pyridinyl)thiazol-2-yl]piperazine-1-carboxamide C(#N)C=1C=C(C=CC1)C=1N=C(SC1C1=CC(=NC(=C1)C)C)NC(=O)N1CCNCC1